ClC1=NC(=NC=C1)C1=CN=C2N1C=C(C=C2)S(=O)(=O)C 4-chloro-2-{6-methanesulfonyl-imidazo[1,2-a]pyridin-3-yl}pyrimidine